2-[6-bromo-5-fluoroimidazo[1,5-a]pyridin-1-yl]-4-chloro-1-[[2-(trimethylsilyl)ethoxy]methyl]imidazole BrC=1C=CC=2N(C1F)C=NC2C=2N(C=C(N2)Cl)COCC[Si](C)(C)C